2-bromo-8-(isopropylamino)imidazo[1,2-b]pyridazine-7-carboxylic acid BrC=1N=C2N(N=CC(=C2NC(C)C)C(=O)O)C1